4-Phenylpiperidinyl-sulfonamide sodium salt [Na].C1(=CC=CC=C1)C1CCN(CC1)S(=O)(=O)N